The molecule is a beta-D-glucoside that is the 5-aminopentyl glycoside of a tetrasaccharide consisting of beta-D-glucosyl, alpha-D-glucosyl, beta-D-glucuronosyl and alpha-D-galactosyl residues linked sequentially (1->4). It is a beta-D-glucoside and a tetrasaccharide derivative. C(CCN)CCO[C@H]1[C@@H]([C@H]([C@@H]([C@H](O1)C(=O)O)O[C@@H]2[C@@H]([C@H]([C@H]([C@H](O2)CO)O[C@@H]3[C@@H]([C@H]([C@@H]([C@H](O3)CO)O[C@H]4[C@@H]([C@H]([C@@H]([C@H](O4)CO)O)O)O)O)O)O)O)O)O